C(C)(C)(C)C=1C=C2C=C(COC2=CC1)C(=O)O 6-(tert-butyl)-2H-chromene-3-carboxylic acid